C1(NCCC2=CC=CC=C12)C1=CC=C(C=C1)O 4-(1,2,3,4-tetrahydroisoquinolin-1-yl)phenol